N-(5-{[(1S,2S)-2-hydroxycyclohexyl]carbamoyl}-2-methylphenyl)-5-(2-methylphenyl)pyridine-3-carboxamide O[C@@H]1[C@H](CCCC1)NC(=O)C=1C=CC(=C(C1)NC(=O)C=1C=NC=C(C1)C1=C(C=CC=C1)C)C